methyl 6-((4-((5-((tert-butoxycarbonyl)amino)pentyl)amino)-6-(hex-5-yn-1-ylamino)-1,3,5-triazin-2-yl)amino)hexanoate C(C)(C)(C)OC(=O)NCCCCCNC1=NC(=NC(=N1)NCCCCC#C)NCCCCCC(=O)OC